9,10-dihydroxystearic acid hydroxyethyl-trimethyl-ammonium salt OCC[N+](C)(C)C.OC(CCCCCCCC(=O)[O-])C(CCCCCCCC)O